COC(C1=C(C(=NC(=C1C)C)NC1=C(C(=CC=C1C)OC)C)Br)=O methyl-3-bromo-2-((3-methoxy-2,6-dimethylphenyl)amino)-5,6-dimethylisonicotinic acid